5-(bromomagnesio)-2H-1,3-benzodioxole Br[Mg]C1=CC2=C(OCO2)C=C1